ClC=1C(=NC(=NC1)NC1CCOCC1)C=1C=C2C(N([C@@H](C2=CC1)C)CC(=O)N[C@H](CO)C1=CC(=NC=C1)N(C)C)=O 2-[(1R)-5-{5-Chloro-2-[(oxan-4-yl)amino]pyrimidin-4-yl}-1-methyl-3-oxo-2,3-dihydro-1H-isoindol-2-yl]-N-[(1S)-1-[2-(dimethylamino)pyridin-4-yl]-2-hydroxyethyl]acetamid